[2-[(2-amino-6-oxo-3H-purin-9-yl) methoxy]-3-hydroxypropyl] (2S)-2-amino-3-methylbutyrate N[C@H](C(=O)OCC(CO)OCN1C=2NC(=NC(C2N=C1)=O)N)C(C)C